4-(2-Amino-2-methylpropanoyl)-N-(1-(2-(4-aminocyclohexyl)-1,2,3,4-tetrahydroisoquinolin-6-yl)-2-oxo-1,2-dihydropyrimidin-4-yl)piperazine-1-carboxamide hydrochloride salt Cl.NC(C(=O)N1CCN(CC1)C(=O)NC1=NC(N(C=C1)C=1C=C2CCN(CC2=CC1)C1CCC(CC1)N)=O)(C)C